Cl.NCC1=CC=CC(=N1)P(O)(O)=O (6-(aminomethyl)pyridin-2-yl)phosphonic acid hydrochloride